BrC=1C=C(C(=C(C=NC(C(=O)O)CC2=CC=C(C=C2)O)C1)O)OC(C1=CC(=CC=C1)C)=O 2-(5-bromo-2-hydroxy-3-(3-methylbenzoyl-oxy)benzylideneamino)-3-(4-hydroxyphenyl)-propanoic acid